C1(CC1)C=1NC(=NN1)C=1C(=CC(=C(C1)NC(=O)C=1C=NN2C1C=CC(=C2)OC)C)F N-[5-(5-Cyclopropyl-4H-1,2,4-triazol-3-yl)-4-fluoro-2-methylphenyl]-6-methoxypyrazolo[1,5-a]pyridine-3-carboxamide